2-hydroxyglutarate disodium salt [Na+].[Na+].OC(C(=O)[O-])CCC(=O)[O-]